(2-amino-6-chlorophenyl)-(2-fluorophenyl)methanone SODIUM PALMITOYL-L-PROLYL-L-PROLYLGLYCYL-L-TYROSINATE C(CCCCCCCCCCCCCCC)(=O)N1[C@@H](CCC1)C(=O)N1[C@@H](CCC1)C(=O)NCC(=O)N[C@@H](CC1=CC=C(C=C1)O)C(=O)[O-].[Na+].NC1=C(C(=CC=C1)Cl)C(=O)C1=C(C=CC=C1)F